4-ACETYL-1-METHYL-1H-PYRROLE-2-CARBOXYLIC ACID C(C)(=O)C=1C=C(N(C1)C)C(=O)O